1,3-dimethyl-N-(3-(4-(1-methyl-1H-benzo[d]imidazol-5-yl)phenyl)propyl)-1H-pyrazole-5-carboxamide CN1N=C(C=C1C(=O)NCCCC1=CC=C(C=C1)C1=CC2=C(N(C=N2)C)C=C1)C